methyl (R)-4-oxo-7-phenyl-2-(phenylethynyl)chromane-2-carboxylate O=C1C[C@](OC2=CC(=CC=C12)C1=CC=CC=C1)(C(=O)OC)C#CC1=CC=CC=C1